5-bromo-6-methoxy-1H-indazole BrC=1C=C2C=NNC2=CC1OC